2-((2R,5S)-2,5-dimethylpiperazin-1-yl)-2-(4-fluorophenyl)ethan-1-ol HCl Cl.C[C@H]1N(C[C@@H](NC1)C)C(CO)C1=CC=C(C=C1)F